[Br-].FC1=CC=C(C[PH3+])C=C1 (4-fluorobenzyl)phosphonium bromide